(2R)-2-[[(2R)-2-(tert-butoxycarbonylamino)-3-phenyl-propionyl] amino]-5,5,5-trifluoro-pentanoate C(C)(C)(C)OC(=O)N[C@@H](C(=O)N[C@@H](C(=O)[O-])CCC(F)(F)F)CC1=CC=CC=C1